5-chloro-1-((2-(trimethylsilyl)ethoxy)methyl)-1H-imidazo[4,5-b]pyridine ClC1=CC=C2C(=N1)N=CN2COCC[Si](C)(C)C